5-amino-2-[(3-chloro-5-fluoro-2-pyridinyl)methyl]-8-[2-(hydroxymethyl)-6-methyl-4-pyridinyl]-7-phenyl-[1,2,4]triazolo[4,3-c]pyrimidin-3-one NC1=NC(=C(C=2N1C(N(N2)CC2=NC=C(C=C2Cl)F)=O)C2=CC(=NC(=C2)C)CO)C2=CC=CC=C2